1H-pyrazole-3,5-dicarboxylate N1N=C(C=C1C(=O)[O-])C(=O)[O-]